(β-hydroxyethyloxy)benzene OCCOC1=CC=CC=C1